racemic-1-(tert-butyl) 4-ethyl (3R*,4R*)-3-(4-(tert-butoxycarbonyl)phenyl)piperidine-1,4-dicarboxylate C(C)(C)(C)OC(=O)C1=CC=C(C=C1)[C@@H]1CN(CC[C@H]1C(=O)OCC)C(=O)OC(C)(C)C |r|